5-(trifluoromethyl)-2-(2-(3-(trifluoromethyl)phenyl)thiazol-4-yl)phenol FC(C=1C=CC(=C(C1)O)C=1N=C(SC1)C1=CC(=CC=C1)C(F)(F)F)(F)F